C(C)OC(C=CC1=CC=C(C=C1)OCCCO)=O 4-(3-hydroxypropyloxy)cinnamic acid ethyl ester